FC1=C(SC=2C(OC=3CCC(CC3C21)(F)F)=O)C=2C=NN(C2)COCC[Si](C)(C)C 1,8,8-trifluoro-2-[1-(2-trimethylsilylethoxymethyl)pyrazol-4-yl]-7,9-dihydro-6H-thieno[2,3-c]chromen-4-one